trans-N-(1-(2-fluorocyclopropyl)-2-oxo-1,2-dihydropyridin-3-yl)-7-isopropoxy-2-(1-methyl-2-oxabicyclo[2.1.1]hexan-4-yl)imidazo[1,2-a]pyridine-6-carboxamide FC1C(C1)N1C(C(=CC=C1)NC(=O)C=1C(=CC=2N(C1)C=C(N2)[C@]21CO[C@@](C2)(C1)C)OC(C)C)=O